(S)-lithium 2-(azetidin-1-ylmethyl)-3-methylbutanoate N1(CCC1)CC(C(=O)[O-])C(C)C.[Li+]